C(#N)C1=C(C=C(C=C1)N(S(=O)(=O)C1=CC=C(C=C1)OC1=CC=CC=C1)CC(C)C)O N-(4-cyano-3-hydroxyphenyl)-N-isobutyl-4-phenoxybenzenesulfonamide